NC1=NC=C(C2=C1C(=NN2C)C2=CC(=C(C=C2)NS(=O)(=O)C(F)F)O[C@@H](C)C2=CC=C(C=C2)F)C=2C=NN(C2)C2CCNCC2 (S)-N-(4-(4-amino-1-methyl-7-(1-(piperidin-4-yl)-1H-pyrazol-4-yl)-1H-pyrazolo[4,3-c]pyridin-3-yl)-2-(1-(4-fluorophenyl)ethoxy)phenyl)-1,1-difluoromethane-sulfonamide